NC1=NC2=CC(=CC=C2C=C1)OC1=C(C(=C(C#N)C(=C1)OC1CC1)C1=C(C=NN1C)I)F 4-((2-aminoquinolin-7-yl)oxy)-6-cyclopropoxy-3-fluoro-2-(4-iodo-1-methyl-1H-pyrazol-5-yl)benzonitrile